1-((2S,5R)-5-((7H-pyrrolo[2,3-d]pyrimidin-4-yl)amino)-2-methyl-piperidin-1-yl)prop-2-en-1-one malonate C(CC(=O)O)(=O)O.N1=CN=C(C2=C1NC=C2)N[C@@H]2CC[C@@H](N(C2)C(C=C)=O)C